C(C1=CC=CC=C1)OC=1C=CC(=NC1C1OCCO1)CCCCN1CC[Si](CC1)(C)C 1-(4-(5-(benzyloxy)-6-(1,3-dioxolan-2-yl)pyridin-2-yl)butyl)-4,4-dimethyl-1,4-azasilinane